rel-((1R,5S,6S)-6-((4-(2-aminopropan-2-yl)-6-(4-fluorophenyl)pyridin-2-yl)oxy)-1-methyl-3-azabicyclo[3.1.0]hexan-3-yl)(1-methyl-3-(thiazol-4-yl)-1H-pyrazol-5-yl)methanone NC(C)(C)C1=CC(=NC(=C1)C1=CC=C(C=C1)F)O[C@H]1[C@@H]2CN(C[C@]12C)C(=O)C1=CC(=NN1C)C=1N=CSC1 |o1:18,19,23|